(R)-4-chloro-6-fluoro-N-(1-methylpiperidin-3-yl)phthalazine-1-amine ClC1=NN=C(C2=CC=C(C=C12)F)N[C@H]1CN(CCC1)C